2-[(2-cyclopropyl-4-iodo-5-methylphenyl)amino]-6-methyl-5H-pyrrolo[3,4-b]pyridin-7-one C1(CC1)C1=C(C=C(C(=C1)I)C)NC1=CC=C2C(=N1)C(N(C2)C)=O